2-(tributylstannyl)furan C(CCC)[Sn](C=1OC=CC1)(CCCC)CCCC